(S)-1-phenylethyl-urea C1(=CC=CC=C1)[C@H](C)NC(=O)N